The molecule is a polyunsaturated fatty acid anion that is the conjugate base of (5Z,8Z,14Z)-11,12-dihydroxyicosatrienoic acid, obtained by deprotonation of the carboxy group; major species at pH 7.3. It is a conjugate base of a (5Z,8Z,14Z)-11,12-dihydroxyicosatrienoic acid. CCCCC/C=C\\CC(C(C/C=C\\C/C=C\\CCCC(=O)[O-])O)O